3-pentyl-3,4-dihydroquinazoline-7-carboxylic acid C(CCCC)N1C=NC2=CC(=CC=C2C1)C(=O)O